2-(2-fluoro-[1,1'-biphenyl]-4-yl)-2,3-dimethylbutanoic acid FC1=C(C=CC(=C1)C(C(=O)O)(C(C)C)C)C1=CC=CC=C1